di((9Z,12Z)-octadeca-9,12-dien-1-yl)amine C(CCCCCCC\C=C/C\C=C/CCCCC)NCCCCCCCC\C=C/C\C=C/CCCCC